NC=1N(C2=C(C=NC=C2N2C[C@@H](O[C@@H](C2)C)C(=O)N2[C@H](C3=C(C=C(C=C3CC2)Cl)Cl)C)N1)C ((2R,6R)-4-(2-amino-1-methyl-1H-imidazo[4,5-c]pyridin-7-yl)-6-methylmorpholin-2-yl)((S)-6,8-dichloro-1-methyl-3,4-dihydroisoquinolin-2(1H)-yl)methanone